octanoic acid [(Z)-non-2-enyl] ester C(\C=C/CCCCCC)OC(CCCCCCC)=O